BrC=1SC(=C(N1)C(C)F)C 2-bromo-4-(1-fluoroethyl)-5-methylthiazole